CC(C)CC(C(CCCC)=C)OC(CC#N)C 3-((2-methyl-5-methylenenonan-4-yl)oxy)butanenitrile